C(C)(C)S(=O)(=O)C1=CC=C(C=C1)CN (4-(isopropylsulfonyl)phenyl)methylamine